2-[[4-(1-methylpyrazol-3-yl)-2-pyridyl]methylamino]-5-propyl-4H-[1,2,4]triazolo-[1,5-a]pyrimidin-7-one CN1N=C(C=C1)C1=CC(=NC=C1)CNC1=NN2C(NC(=CC2=O)CCC)=N1